FC1=C(CN2C=NC=3C2=NC(=CC3NS(=O)(=O)CC)C=3C2=C(C(N(C3)C)=O)NC=C2)C=CC(=C1)F N-(3-(2,4-difluorobenzyl)-5-(6-methyl-7-oxo-6,7-dihydro-1H-pyrrolo[2,3-c]pyridin-4-yl)-3H-imidazo[4,5-b]pyridin-7-yl)ethanesulfonamide